C[N+]1=C2C=CC=CC2=CC2=CC=CC=C12 N-methylacridinium